4-(3-(3-(6-(4,4-Difluorocyclohexyl)pyridin-3-yl)ureido)-5-fluoro-1H-pyrrolo[2,3-b]pyridin-1-yl)piperidine-1-carboxylic acid tert-butyl ester C(C)(C)(C)OC(=O)N1CCC(CC1)N1C=C(C=2C1=NC=C(C2)F)NC(=O)NC=2C=NC(=CC2)C2CCC(CC2)(F)F